CC1(OCC(O1)CC=1C(=C(C=CC1)C=1C=2N(C=CN1)C(=CN2)C)F)C 8-[3-[(2,2-dimethyl-1,3-dioxolan-4-yl)methyl]-2-fluoro-phenyl]-3-methyl-imidazo[1,2-a]pyrazine